OC=1C=C2CC[C@H]([C@H](C2=CC1)C1=CC=C(C=C1)N1CCN(CC1)CC1=CC=C(N=N1)N1C(NC(CC1)=O)=O)C1=CC=CC=C1 1-(6-((4-(4-((1S,2R)-6-hydroxy-2-phenyl-1,2,3,4-tetrahydronaphthalen-1-yl)phenyl)piperazin-1-yl)methyl)pyridazin-3-yl)dihydropyrimidine-2,4(1H,3H)-dione